ClC=1C=C2C(=NC(=NC2=C(C1C1=C2C=NNC2=CC=C1C)OC1CC1)OCCN(C)C)N1CCNCC1 2-((6-chloro-8-cyclopropoxy-7-(5-methyl-1H-indazol-4-yl)-4-(piperazin-1-yl)quinazolin-2-yl)oxy)-N,N-dimethylethylamine